BrC=1N=CC(=NC1C1CC1)C(C)(C)NC(OC(C)(C)C)=O tert-butyl (2-(5-bromo-6-cyclopropylpyrazin-2-yl)propan-2-yl)carbamate